N1(CCC1)CCC=1C(=CC(N(C1)C(C(=O)N[C@@H](CC(=O)O)C=1C=C(C=C(C1F)C)C1=C(C=C(C(=C1)C)F)C)CC(C)C)=O)C(F)(F)F (3S)-3-(2-(5-(2-(azetidin-1-yl)ethyl)-2-oxo-4-(trifluoromethyl)pyridin-1(2H)-yl)-4-methylpentanamido)-3-(4,4'-difluoro-2',5,5'-trimethylbiphenyl-3-yl)propanoic acid